Benzyloxypropyl-trimethoxysilane C(C1=CC=CC=C1)OCCC[Si](OC)(OC)OC